1-[3-(difluoromethoxy)phenyl]-7-fluoro-3,3-dimethyl-N-(3-methyl-1,1-dioxo-thietan-3-yl)-2-oxo-indoline-5-carboxamide FC(OC=1C=C(C=CC1)N1C(C(C2=CC(=CC(=C12)F)C(=O)NC1(CS(C1)(=O)=O)C)(C)C)=O)F